6-amino-N-(5-chloro-6-(6-chloro-2-fluoro-3-methylphenyl)pyridin-2-yl)pyridine-2-sulfonamide NC1=CC=CC(=N1)S(=O)(=O)NC1=NC(=C(C=C1)Cl)C1=C(C(=CC=C1Cl)C)F